(R)-3-methyl-2-(2-(5,6,7,8-tetrahydroimidazo[1,2-a]pyridin-6-yl)-2H-pyrazolo[3,4-b]pyridin-6-yl)-5-(trifluoromethyl)phenol CC=1C(=C(C=C(C1)C(F)(F)F)O)C=1C=CC=2C(N1)=NN(C2)[C@@H]2CCC=1N(C2)C=CN1